Ethyl 2-((5-bromo-2-(hydroxymethyl)phenyl) sulfonyl)acetate BrC=1C=CC(=C(C1)S(=O)(=O)CC(=O)OCC)CO